FC=1C=2N(C=C(C1)NC(=O)C1=CC=C(C3=C1N=C(S3)OC)N3C[C@@H](N([C@H](C3)C)C(=O)OC(C)(C)C)C)N=C(N2)C tert-butyl (2S,6S)-4-[4-[(8-fluoro-2-methyl-[1,2,4]triazolo[1,5-a]pyridin-6-yl)carbamoyl]-2-methoxy-1,3-benzothiazol-7-yl]-2,6-dimethyl-piperazine-1-carboxylate